2-chloro-4-[(2-fluoro-6-chlorobenzyl)amino]pyrimidin-5-carboxamide ClC1=NC=C(C(=N1)NCC1=C(C=CC=C1Cl)F)C(=O)N